C1(CCCCCCCC=CCCCCCCO1)=O 17-Oxacycloheptadec-9-en-1-on